(S)-2-((5-cyclopropylpyrimidin-2-yl)amino)-4-((3,3-difluorocyclobutyl)(4-(5,6,7,8-tetrahydro-1,8-naphthyridin-2-yl)butyl)amino)butanoic acid C1(CC1)C=1C=NC(=NC1)N[C@H](C(=O)O)CCN(CCCCC1=NC=2NCCCC2C=C1)C1CC(C1)(F)F